tert-butyl 3-amino-2-(3-bromo-2-fluorobenzyl)piperidine-1-carboxylate NC1C(N(CCC1)C(=O)OC(C)(C)C)CC1=C(C(=CC=C1)Br)F